FC(OC1=CC(=NN1)NC1=NC(=CN=C1)O[C@@H]1C[C@@H](N(CC1)C)C)F N-(5-(difluoromethoxy)-1H-pyrazol-3-yl)-6-(((2S,4S)-1,2-dimethylpiperidin-4-yl)oxy)pyrazin-2-amine